3-(2-pyridinyl)prop-2-enoic acid ethyl ester C(C)OC(C=CC1=NC=CC=C1)=O